C(#N)CC1=CC=C(C=C1)[C@]1(COCC1)NC(OC(C)(C)C)=O |r| (±)-tert-butyl N-[3-[4-(cyanomethyl)phenyl]tetrahydrofuran-3-yl]carbamate